3-(2-methyl-4-oxo-5-(2-(5-(piperidin-1-ylmethyl)thiazol-2-yl)ethyl)quinazolin-3(4H)-yl)piperidine-2,6-dione CC1=NC2=CC=CC(=C2C(N1C1C(NC(CC1)=O)=O)=O)CCC=1SC(=CN1)CN1CCCCC1